(2R,5S)-tert-butyl 4-(2-(1-cyclopropylpiperidin-4-ylamino)-6-chloro-7-(3-cyclopropyl-5-methyl-1-trityl-1H-indazol-4-yl)-8-fluoroquinazolin-4-yl)-2,5-dimethylpiperazine-1-carboxylate C1(CC1)N1CCC(CC1)NC1=NC2=C(C(=C(C=C2C(=N1)N1C[C@H](N(C[C@@H]1C)C(=O)OC(C)(C)C)C)Cl)C1=C2C(=NN(C2=CC=C1C)C(C1=CC=CC=C1)(C1=CC=CC=C1)C1=CC=CC=C1)C1CC1)F